4-fluoro-3-methoxy-N-[(1-methylpyrazol-4-yl)methyl]aniline FC1=C(C=C(NCC=2C=NN(C2)C)C=C1)OC